4-cyclopropyl-N-((5-(4-(5,5-difluoro-2-oxotetrahydropyrimidin-1(2H)-yl)tetrahydro-2H-pyran-4-yl)benzo[d]oxazol-2-yl)(4,4-difluorocyclohexyl)methyl)-1,2,5-oxadiazole-3-carboxamide C1(CC1)C=1C(=NON1)C(=O)NC(C1CCC(CC1)(F)F)C=1OC2=C(N1)C=C(C=C2)C2(CCOCC2)N2C(NCC(C2)(F)F)=O